CC1(CN(C1)CC(=O)NC=1C=C(C(=NC1)C)NC(=O)C=1C=NN2C1SC(=C2)C=2C(=NN(C2OC)C)C)C N-(5-(2-(3,3-dimethylazetidin-1-yl)acetamido)-2-methylpyridin-3-yl)-2-(5-methoxy-1,3-dimethyl-1H-pyrazol-4-yl)pyrazolo[5,1-b]thiazole-7-carboxamide